C(#N)C1=CC=C(C=N1)COC1=CC=C(C=C1)C1=CC=CC=2N1N=C(N2)C2(CC2)C(=O)N (5-(4-((6-cyanopyridin-3-yl)methoxy)phenyl)-[1,2,4]triazolo[1,5-a]pyridin-2-yl)cyclopropanecarboxamide